NC1=NC=C(C2=C1C(=NN2C2CC2)C2=CC(=C(C=C2)NS(=O)(=O)C2=C(C=CC=C2)Cl)F)C2=CC[C@H](CC2)NC2COC2 N-(4-(4-amino-1-cyclopropyl-7-(4(S)-(oxetan-3-ylamino)cyclohex-1-en-1-yl)-1H-pyrazolo[4,3-c]pyridin-3-yl)-2-fluorophenyl)-2-chlorobenzenesulfonamide